C(N)(OCCCCCNC(C1=CC=C(C=C1)NC(=O)[C@H]1[C@@H]([C@]2(C(NC3=CC(=CC=C23)Cl)=O)C2(N1)CCCCC2)C2=C(C(=CC=C2)Cl)F)=O)=O 5-(4-((3'R,4'S,5'R)-6''-chloro-4'-(3-chloro-2-fluorophenyl)-2''-oxodispiro[cyclohexane-1,2'-pyrrolidine-3',3''-indoline]-5'-carboxamido)benzamido)pentyl carbamate